tert-butyl N-[[3-chloro-5-[[2-(2,6-dioxo-3-piperidyl)-1-oxo-isoindolin-5-yl]methylcarbamoylamino]phenyl] methyl]carbamate ClC=1C=C(C=C(C1)NC(NCC=1C=C2CN(C(C2=CC1)=O)C1C(NC(CC1)=O)=O)=O)CNC(OC(C)(C)C)=O